CCC=C[Si](OC)(OC)CCC gamma-methylpropenyl-propyl-dimethoxysilane